C(C)(C)(C)N1C=C(C=C1)C(=O)NCC1=NC(=NO1)C=1N(C2=CC=CC(=C2C1)N[C@H]1[C@H](CN(CC1)C(=O)OC(C)(C)C)F)CC(F)(F)F tert-butyl (3S,4R)-4-[[2-[5-[[(1-tert-butylpyrrole-3-carbonyl)amino]methyl]-1,2,4-oxadiazol-3-yl]-1-(2,2,2-trifluoroethyl)indol-4-yl]amino]-3-fluoro-piperidine-1-carboxylate